2-hydroxy-3,5-dimethylbenzeneboronic acid OC1=C(C=C(C=C1C)C)B(O)O